CC1=CC(=NO1)C(=O)NC1=CC=CC=2N(C(NC21)=O)[C@@H]2CC[C@@H](CC2)C(NC2=CC(=C(C=C2)C)OC)=O 5-methyl-N-{2-oxo-1-[cis-4-[(3-methoxy-4-methylphenyl)carbamoyl]cyclohexyl]-2,3-dihydro-1H-1,3-benzodiazol-4-yl}-1,2-oxazole-3-carboxamide